FC=1C=C2C(N=CNC2=CC1)=O 6-Fluoroquinazolin-4(1H)-one